ClC1=C2CCN(C(C2=C(C2=C1CC(O2)(C)C2CCC(CC2)N(C)C)C)=O)CC=2C(NC(=CC2C)C)=O 4-Chloro-7-((4,6-dimethyl-2-oxo-1,2-dihydropyridin-3-yl)methyl)-2-(4-(dimethylamino)cyclohexyl)-2,9-dimethyl-2,3,6,7-tetrahydrofurano[3,2-g]isoquinolin-8(5H)-one